ClC1=CC=C(OC2=CC(=C(C=C2)C(C)=O)C(F)(F)F)C=C1 1-[4-(4-chlorophenoxy)-2-(trifluoromethyl)phenyl]ethanone